2,4-di-tert-butyl-6-chloromethyl-phenol C(C)(C)(C)C1=C(C(=CC(=C1)C(C)(C)C)CCl)O